(R)-1-(4-(4-((2-fluoro-4-((2-(3-methoxypiperidin-1-yl)pyridin-4-yl)oxy)phenyl)amino)-7H-pyrrolo[2,3-d]pyrimidin-5-yl)piperidin-1-yl)prop-2-en-1-one FC1=C(C=CC(=C1)OC1=CC(=NC=C1)N1C[C@@H](CCC1)OC)NC=1C2=C(N=CN1)NC=C2C2CCN(CC2)C(C=C)=O